OC1=C(C=C(C=C1OC)C(C)O)I 1-(4-Hydroxy-3-iodo-5-methoxyphenyl)ethanol